C(C)N1C=NC2=C1N=NC=C2C2=CC(=C(C=C2)F)C=2C(=CC=1N(C2)C=C(N1)CC)OC 7-ethyl-4-(3-(2-ethyl-7-methoxyimidazo[1,2-a]pyridin-6-yl)-4-fluorophenyl)-7H-imidazo[4,5-c]pyridazine